2-(3-([1,1'-biphenyl]-3-yl)-4-bromo-1H-pyrazol-1-yl)thiazole-4-carboxylic acid C1(=CC(=CC=C1)C1=NN(C=C1Br)C=1SC=C(N1)C(=O)O)C1=CC=CC=C1